FC1=CC=C(C=C1)C=1C(=C2N(N1)CC(C2)(C)C)C2=C1C(=NC(=C2)C)NN=C1 4-[2-(4-fluorophenyl)-5,5-dimethyl-4,6-dihydropyrrolo[1,2-b]pyrazol-3-yl]-6-methyl-1H-pyrazolo[3,4-b]pyridine